2-(4-(3-(1-(5-chloropyrimidin-2-yl)piperidin-4-yl)propoxy)-2-fluorophenyl)-1-(7-((2S,3R,4R,5R)-2,3,4,5,6-pentahydroxyhexyl)-2,7-diazaspiro[4.4]nonan-2-yl)ethan-1-one ClC=1C=NC(=NC1)N1CCC(CC1)CCCOC1=CC(=C(C=C1)CC(=O)N1CC2(CC1)CN(CC2)C[C@@H]([C@H]([C@@H]([C@@H](CO)O)O)O)O)F